(4,4-difluorohexahydropyridin-1-yl)-3,5-difluoro-4-methylpyridin-2-amine FC1(CCN(CC1)C1=C(C(=C(C(=N1)N)F)C)F)F